N1=NC(=NN=C1)CCC1=CC=C(C=C1)CC(C(=O)O)N 3-(4-(2-(1,2,4,5-tetrazin-3-yl)ethyl)phenyl)-2-aminopropionic acid